2-[[5-(4-Chlorophenyl)-1-(3-pyridylmethyl)pyrazol-3-yl]methoxy]-2-methyl-propanoic acid ClC1=CC=C(C=C1)C1=CC(=NN1CC=1C=NC=CC1)COC(C(=O)O)(C)C